OC(CC1=CC=C(C=C1)C(=C)C)(C)C 2-hydroxy-2-methyl-1-(4-(1-methylvinyl)phenyl)propane